COCN(C1=NC(=NC(=N1)N(COC)COC)N(COC)COC)COC 2,4,6-tri[bis(methoxymethyl)amino]-1,3,5-triazine